C(#N)C=1C=C(C=CC1)C=1C(=NC(=NC1)NC1=CC(=CC=C1)C(=O)N1CCCC1)N[C@H]1[C@H](CCCC1)C(=O)N (1S,2R)-2-((5-(3-cyanophenyl)-2-((3-(pyrrolidine-1-carbonyl)phenyl)amino)pyrimidin-4-yl)amino)cyclohexane-1-carboxamide